5-((1R,2R)-2-ethoxycyclopropyl)-1-(3-(2-hydroxyethoxy)benzyl)-N3-methyl-2-oxo-1,2-dihydropyridine-3,5-dicarboxamide C(C)O[C@H]1[C@H](C1)C1(C=C(C(N(C1)CC1=CC(=CC=C1)OCCO)=O)C(=O)NC)C(=O)N